5-chloro-2-mercaptobenzoxazole ClC=1C=CC2=C(N=C(O2)S)C1